6-((cyclopropylmethyl)carbamoyl)picolinate C1(CC1)CNC(=O)C1=CC=CC(=N1)C(=O)[O-]